N[C@H](C(=O)OC)CC=1C=NC(=C(C1)C=O)OC METHYL (2S)-2-AMINO-3-(5-FORMYL-6-METHOXY(3-PYRIDYL))PROPANOATE